NC=1C=2N(C=CN1)C(=NC2C2=CC=C(C(=O)NC1=NC=CC=C1)C=C2)[C@@H]2C[C@@H]1[C@H](N2C(\C=C\CN(C)C)=O)COC1 4-(8-AMINO-3-((2S,3AR,6AS)-1-((E)-4-(DIMETHYLAMINO)BUT-2-ENOYL)HEXAHYDRO-1H-FURO[3,4-B]PYRROL-2-YL)IMIDAZO[1,5-A]PYRAZIN-1-YL)-N-(PYRIDIN-2-YL)BENZAMIDE